1-(5-phenyl-1,3,4-thiadiazol-2-yl)ethan-1-ol C1(=CC=CC=C1)C1=NN=C(S1)C(C)O